(S)-N-(3-(1-((2-ethyl-2H-pyrazolo[3,4-b]pyrazin-6-yl)amino)ethyl)phenyl)-6-methoxynicotinamide C(C)N1N=C2N=C(C=NC2=C1)N[C@@H](C)C=1C=C(C=CC1)NC(C1=CN=C(C=C1)OC)=O